O1N=C(C2=C1C=CC=C2)CN2C(CCC2=O)=O 1-(benzo[d]isoxazol-3-ylmethyl)pyrrolidine-2,5-dione